ClC1=C(C=C(C=C1)N=C=O)CF 4-chloro-3-fluoromethyl-phenyl isocyanate